1-(9-(4-amino-5-(6-methoxypyridin-3-yl)-7-methyl-7H-pyrrolo[2,3-d]-pyrimidin-6-yl)-2-methyl-3-azaspiro[5.5]undec-8-en-3-yl)prop-2-en-1-one NC=1C2=C(N=CN1)N(C(=C2C=2C=NC(=CC2)OC)C2=CCC1(CCN(C(C1)C)C(C=C)=O)CC2)C